[Si](C1=CC=CC=C1)(C1=CC=CC=C1)(C(C)(C)C)OCCN 2-((tert-butyldiphenylsilyl)oxy)ethan-1-amine